methoxy-methyl-potassium trifluoroborate salt B(F)(F)F.COC[K]